1-phenyl-3-(trifluoromethyl)-1H-pyrazole-5-carboxylic acid methyl ester COC(=O)C1=CC(=NN1C1=CC=CC=C1)C(F)(F)F